6-(4-methoxybenzyl)-8-methyl-2-(methylthio)pyrido[4,3-d]pyrimidin-5(6H)-one COC1=CC=C(CN2C(C3=C(N=C(N=C3)SC)C(=C2)C)=O)C=C1